C(#N)C=1C=C(C=CC1)C=1N=C(SC1C1=CC(=NC(=C1)C)C)NC(=O)N1C[C@H](CC1)C(C)(C)O (3S)-N-[4-(3-cyanophenyl)-5-(2,6-dimethyl-4-pyridyl)thiazol-2-yl]-3-(1-hydroxy-1-methylethyl)pyrrolidine-1-carboxamide